C(C)OC(C(C(C(=O)O)=O)=O)=O 2,3-dioxosuccinic acid ethyl ester